N-({5-fluoro-6-[(2-methyl-1,3-oxazol-4-yl)methoxy]-2-indolyl}methyl)cyclopropanecarboxamide FC=1C=C2C=C(NC2=CC1OCC=1N=C(OC1)C)CNC(=O)C1CC1